NCC1(CCN(CC1)C=1C(=NC(=C(N1)C)C1=C(C(=CC=C1)Cl)Cl)CO)CC=1N=COC1 (3-(4-(aminomethyl)-4-(oxazol-4-ylmethyl)piperidin-1-yl)-6-(2,3-dichlorophenyl)-5-methylpyrazin-2-yl)methanol